FC1(OC2=C(O1)C=CC(=C2)NC2=NC=C(C(=C2)N2C=C(C=C2)C(=O)NC(CO)C2=CC=CC=C2)C)F 1-(2-((2,2-difluorobenzo[d][1,3]dioxol-5-yl)amino)-5-methylpyridin-4-yl)-N-(2-hydroxy-1-phenylethyl)-1H-pyrrole-3-carboxamide